3-ethyl-3,6-dihydropyridine-1(2H)-carboxylate C(C)C1CN(CC=C1)C(=O)[O-]